C1(=CC(=CC=C1)\C(\C)=N\NC=1N=C2N(C=NC2=C(C1)N1CCOCC1)C[C@@H]1N(C(OC1)=O)C)C (E)-1-[1-(m-tolyl)ethylidene]-2-(3-{[(S)-3-methyl-2-oxo-1,3-oxazolidin-4-yl]methyl}-7-morpholino-3H-1,3,4-triazainden-5-yl)hydrazine